benzyl 4-(4-(((8-chloro-4-((3-chloro-4-fluorophenyl)amino)-3-cyanoquinolin-6-yl)amino)(pyridin-3-yl)methyl)-1H-1,2,3-triazol-1-yl)piperidine-1-carboxylate ClC=1C=C(C=C2C(=C(C=NC12)C#N)NC1=CC(=C(C=C1)F)Cl)NC(C=1N=NN(C1)C1CCN(CC1)C(=O)OCC1=CC=CC=C1)C=1C=NC=CC1